NC1(COCC1)COC1=NC2=C(C(=C(C=C2C(=N1)N1CC2CCC(C1)N2)Cl)C2=CC(=CC1=CC=CC=C21)O)F 4-(2-((3-amino-tetrahydrofuran-3-yl)methoxy)-4-(3,8-diazabicyclo[3.2.1]octan-3-yl)-6-chloro-8-fluoroquinazolin-7-yl)naphthalen-2-ol